The molecule is an organic heterotricyclic compound resulting from the formal fusion of the 2-3 bond of 5-chloroindole with the 2-3 bond of cycloheptanecarboxamide (the S enantiomer). It is a potent, cell-permeable, metabolically stable and selective inhibitor of the deacetylase SIRT1. It has a role as an EC 3.5.1.98 (histone deacetylase) inhibitor. It is an aromatic compound, an organic heterotricyclic compound, an organochlorine compound and a primary carboxamide. C1CCC2=C([C@H](C1)C(=O)N)NC3=C2C=C(C=C3)Cl